2-(difluoromethoxy)-8-(2-fluoro-3-methoxyphenyl)-6-methyl-quinazoline FC(OC1=NC2=C(C=C(C=C2C=N1)C)C1=C(C(=CC=C1)OC)F)F